O1CCC(CC1)OC(NC=1N=CC2=C(C(=C(C=C2C1)C=1C(=C2C(=NC1)OCCC2O)C)F)N)=O Tetrahydro-2H-pyran-4-yl(8-amino-7-fluoro-6-(4-hydroxy-5-methyl-3,4-dihydro-2H-pyrano[2,3-b]pyridin-6-yl)isoquinolin-3-yl)carbamate